ClCC(=O)N1CC(C(=CC1)C1=C2C(=NC(=C1)NC(=O)C1CC1)NC=C2)C N-(4-(1-(2-chloroacetyl)-3-methyl-1,2,3,6-tetrahydropyridin-4-yl)-1H-pyrrolo[2,3-b]pyridin-6-yl)cyclopropylcarboxamide